(S)-(6,7-dihydro-5H-cyclopenta[B]pyridin) N1=C2C(=CC=C1)CCC2